2-(((4-(((2-(pyrrolidin-1-yl)ethyl)carbamoyl)oxy)decanoyl)oxy)methyl)propyl (9Z,12Z)-octadeca-9,12-dienoate C(CCCCCCC\C=C/C\C=C/CCCCC)(=O)OCC(C)COC(CCC(CCCCCC)OC(NCCN1CCCC1)=O)=O